tert-butyl (3R*,4R*)-3-({[3,5-bis(trifluoromethyl)phenyl]carbamoyl}amino)-4-(4-fluorophenyl)pyrrolidine-1-carboxylate FC(C=1C=C(C=C(C1)C(F)(F)F)NC(=O)N[C@H]1CN(C[C@H]1C1=CC=C(C=C1)F)C(=O)OC(C)(C)C)(F)F |o1:16,20|